2-(4-(dibutylamino)phenyl)acetonitrile C(CCC)N(C1=CC=C(C=C1)CC#N)CCCC